N-(5,6-Dimethoxy-benzothiazol-2-yl)-2-(4-ethanesulfonyl-phenyl)-2-propoxy-acetamide COC=1C(=CC2=C(N=C(S2)NC(C(OCCC)C2=CC=C(C=C2)S(=O)(=O)CC)=O)C1)OC